CN1CCC2=NC(=CC=C21)C=O Methyl-2,3-dihydro-1H-pyrrolo[3,2-b]Pyridine-5-carbaldehyde